OC=1N=C2N(C(C1C(=O)N)=C=O)C=CC=C2 2-hydroxy-4-carbonyl-4H-pyrido[1,2-a]pyrimidine-3-carboxamide